CS(=O)(=O)C1=CC=C(C=C1)C=1C(N(C2=CC=C(C=C2C1)C1=CC=C(C=C1)N1CCN(CC1)C(C)C)C)=O 3-(4-methanesulfonylphenyl)-1-methyl-6-{4-[4-(propan-2-yl)piperazin-1-yl]phenyl}-1,2-dihydroquinolin-2-one